NCC(C)N1CCC(CC1)N1C=NC2=C(C1=O)NN=C2SC2=C(C(=CC=C2)Cl)Cl 6-(1-(1-aminopropan-2-yl)piperidin-4-yl)-3-((2,3-dichlorophenyl)thio)-1,6-dihydro-7H-pyrazolo[4,3-d]pyrimidin-7-one